5-methoxy-4-((2-(4-(methoxycarbonyl)phenyl)-4-(pyridin-4-yl)piperidin-1-yl)methyl)-7-methyl-1H-indole-1-carboxylic acid tert-butyl ester C(C)(C)(C)OC(=O)N1C=CC2=C(C(=CC(=C12)C)OC)CN1C(CC(CC1)C1=CC=NC=C1)C1=CC=C(C=C1)C(=O)OC